N-(3-(3-chloropyridin-4-yl)propyl)-1-(7-methylthieno[3,2-d]pyrimidin-4-yl)piperidin-4-amine ClC=1C=NC=CC1CCCNC1CCN(CC1)C=1C2=C(N=CN1)C(=CS2)C